(4R)-4-(3-chloro-6-ethoxy-2-fluoro-5-((R)-1-hydroxyethyl)phenyl)-2-oxopyrrolidine-3-carboxylic acid methyl ester COC(=O)C1C(NC[C@H]1C1=C(C(=CC(=C1OCC)[C@@H](C)O)Cl)F)=O